FC=1C=CC(=C(C1)C1=NN=C(O1)[C@@H]1C([C@H]1C1=CC=C(C=C1)S(=O)(=O)N)(C)C)C(F)(F)F 4-[(1S,3S)-3-{5-[5-fluoro-2-(trifluoromethyl)phenyl]-1,3,4-oxadiazol-2-yl}-2,2-dimethylcyclopropyl]benzenesulfonamide